3-(isoquinolin-5-yl)-1-methyl-4-(trifluoromethyl)-1H-pyrazole-5-carboxylic acid C1=NC=CC2=C(C=CC=C12)C1=NN(C(=C1C(F)(F)F)C(=O)O)C